N-(2-((2S,3S)-1-(2,2-difluoroethyl)-2-methylpiperidin-3-yl)thieno[2,3-b]pyridin-4-yl)benzo[d]thiazol-5-amine FC(CN1[C@H]([C@H](CCC1)C1=CC=2C(=NC=CC2NC=2C=CC3=C(N=CS3)C2)S1)C)F